tert-butyl N-(2-cyano-2-methylideneethyl)-N-[7-(4-acetamidopyridin-2-yl)-2-methylnaphthalen-1-yl]carbamate C(#N)C(CN(C(OC(C)(C)C)=O)C1=C(C=CC2=CC=C(C=C12)C1=NC=CC(=C1)NC(C)=O)C)=C